CS(=O)(=O)C1=CC=C(C=C1)NS(=O)(=O)C1=NC=CC(=C1)NC(=O)C=1C=CC=C2C=CC(OC12)=O N-(2-(N-(4-methylsulfonylphenyl)aminosulfonyl)-pyridin-4-yl)-2-oxo-2H-chromene-8-amide